2-(naphthalen-yloxy)acrylic acid C1(=CC=CC2=CC=CC=C12)OC(C(=O)O)=C